1-(difluoromethyl)-7-(3-methoxy-2,6-dimethylphenyl)-6-((4-methoxybenzyl)amino)-1H-benzo[d][1,2,3]triazole-5-carbonitrile FC(N1N=NC2=C1C(=C(C(=C2)C#N)NCC2=CC=C(C=C2)OC)C2=C(C(=CC=C2C)OC)C)F